ClC1=C2NC(NC2=NC=N1)=O 6-chloro-7H-purin-8-one